C(#N)C1(COC1)COC=1C=C(C=2N(C1)N=CC2C#N)C=2C=NC(=CC2)N2CC1N(C(C2)C1)CC=1C=NC(=C(C1)F)OC 6-((3-cyanooxetan-3-yl)Methoxy)-4-(6-(6-((5-fluoro-6-methoxypyridin-3-yl)methyl)-3,6-diazabicyclo[3.1.1]heptane-3-yl)pyridin-3-yl)pyrazolo[1,5-a]pyridine-3-carbonitrile